1-(2-chlorophenyl)-N-[4-(2,4-dioxo-6-methyl-1H-benzo[1,2-b][1,4]diazepine-1-Yl)phenyl]methanesulfonamide ClC1=C(C=CC=C1)CS(=O)(=O)NC1=CC=C(C=C1)N1C2=C(NC(CC1=O)=O)C(=CC=C2)C